(2S,5R)-2-(N-(methylsulfonyl) carbamimidoyl)-7-oxo-1,6-diazabicyclo[3.2.1]octan-6-yl hydrogen sulfate S(=O)(=O)(ON1[C@@H]2CC[C@H](N(C1=O)C2)C(NS(=O)(=O)C)=N)O